4-bromo-2-(1-methyl-1H-imidazol-2-yl)pyridine methyl-2-(4,6-dibromo-5-fluoro-1-oxophthalazin-2(1H)-yl)acetate COC(CN1C(C2=CC=C(C(=C2C(=N1)Br)F)Br)=O)=O.BrC1=CC(=NC=C1)C=1N(C=CN1)C